tert-butyl (3S,4S)-3-fluoro-4-[(6-imidazo[1,2-b]pyridazin-3-yl-2-pyridyl)amino]pyrrolidine-1-carboxylate F[C@H]1CN(C[C@@H]1NC1=NC(=CC=C1)C1=CN=C2N1N=CC=C2)C(=O)OC(C)(C)C